C1OCC12CN(C2)C2CCC(CC2)NC2=C1C=C(N(C1=CC=C2)CC(F)(F)F)C#CCNC2=C(C=C(C=C2)S(=O)(=O)NC)OC 4-((3-(4-(((1S,4S)-4-(2-oxa-6-azaspiro[3.3]heptan-6-yl)cyclohexyl)amino)-1-(2,2,2-trifluoroethyl)-1H-indol-2-yl)prop-2-yn-1-yl)amino)-3-methoxy-N-methylbenzene-sulfonamide